N-benzoyl-3'-methanesulfonyl-5'-trimethylacetyl-2'-deoxycytidine C(C1=CC=CC=C1)(=O)NC1=NC(N([C@H]2C[C@](O)([C@@H](C(O)C(C(C)(C)C)=O)O2)S(=O)(=O)C)C=C1)=O